3-fluoro-5-[1-(4-fluorophenyl)-4-hydroxy-2-isopropyl-indol-3-yl]pyridine-2-carboxylic acid FC=1C(=NC=C(C1)C1=C(N(C2=CC=CC(=C12)O)C1=CC=C(C=C1)F)C(C)C)C(=O)O